C1(C(=CC(C2=CC=CC=C12)=O)CCO)=O naphthoquinone-ethanol